2-(Tetrahydro-2H-pyran-4-yl)acetaldehyde O1CCC(CC1)CC=O